NC1=C(C2=C(S1)CC(CC2)CC)C(=O)N 2-Amino-6-ethyl-4,5,6,7-tetrahydrobenzo[b]thiophene-3-carboxamide